N1(N=CN=C1)C=1C=C(NCC2=NC=C(C=C2)C2=NOC(=N2)C(F)(F)F)C=CC1 3-(1H-1,2,4-triazol-1-yl)-N-({5-[5-(trifluoromethyl)-1,2,4-oxadiazol-3-yl]pyridin-2-yl}methyl)aniline